D-(-)-Ribopyranose OC1[C@H](O)[C@H](O)[C@H](O)CO1